ClC=1C=NC=CC1S(=O)(=N[Si](C)(C)C)CP(OCC)(OCC)=O Diethyl ((3-chloro-N-(trimethylsilyl)pyridine-4-sulfonimidoyl)methyl)phosphonate